FCC(CN(CCC(C(=O)O)NC(=O)C1(CC1)C=1C=NC=NC1)CCCCC1=NC=2NCCCC2C=C1)OC 4-[[3-fluoro-2-methoxy-propyl]-[4-(5,6,7,8-tetrahydro-1,8-naphthyridin-2-yl)butyl]amino]-2-[(1-pyrimidin-5-ylcyclopropanecarbonyl)amino]butanoic acid